(S)-((2-mercaptoethyl)amino)(4-nitrophenyl)methanol SCCN[C@@H](O)C1=CC=C(C=C1)[N+](=O)[O-]